perfluoro-3,7-dioxa-nonadiene FC(=C(OC(=C(C(OC(C(F)(F)F)(F)F)(F)F)F)F)F)F